N'-{5-Bromo-6-[(1R)-1-(3,5-difluorophenyl)ethoxy]-2-methyl-pyridin-3-yl}-N-ethyl-N-methylimidoformamide BrC=1C=C(C(=NC1O[C@H](C)C1=CC(=CC(=C1)F)F)C)N=CN(C)CC